(9Z,12Z)-octadeca-9,12-dien-1-yloxypyrrolidine C(CCCCCCC\C=C/C\C=C/CCCCC)ON1CCCC1